[4-(1H-pyrazol-5-yl)phenyl]methanone N1N=CC=C1C1=CC=C(C=C1)C=O